C(CCOC=1C(=CC2=C(N=C[C@H]3N(C2=O)CC3)C1)OC)OC=1C(=CC3=C(N=C[C@H]2N(C3=O)CC2)C1)OC (10aS,10a'S)-7,7'-(propane-1,3-diylbis(oxy))bis(6-methoxy-1,10a-dihydroazeto[1,2-a]benzo[e][1,4]diazepin-4(2H)-one)